3-chloro-4-morpholino-1,2,5-thiadiazole ClC1=NSN=C1N1CCOCC1